tert-butyl 6,6-dimethyl-4-[1-(4-morpholinopyrido[3,2-d]pyrimidin-2-yl)pyrazol-3-yl]-2,5-dihydropyridine-1-carboxylate CC1(CC(=CCN1C(=O)OC(C)(C)C)C1=NN(C=C1)C=1N=C(C2=C(N1)C=CC=N2)N2CCOCC2)C